FC(=C1C[C@@H]2C(N([C@H]1C2)CC2=CC=C(C=C2)OC)=O)F (1S,4S)-6-(Difluoromethylene)-2-(4-methoxybenzyl)-2-azabicyclo[2.2.1]heptan-3-one